BrC=1C=NN(C1)C(C(=O)O)C1=CC=CC=C1 (4-bromo-1H-pyrazol-1-yl)phenylacetic acid